7-(oxetan-3-ylmethoxy)-1H-benzo[d]imidazole-5-carboxamide O1CC(C1)COC1=CC(=CC2=C1NC=N2)C(=O)N